C(C)(C)(C)C1N2C(C3=CC(=C(C=C3C1)C1=CN=C(S1)C(NCC)=O)OC)=CC(C(=C2)C(=O)OCC)=O Ethyl 6-tert-butyl-9-[2-(ethylcarbamoyl) thiazol-5-yl]-10-methoxy-2-oxo-6,7-dihydro-2H-pyrido[2,1-a]isoquinoline-3-carboxylate